7-bromo-2-(2-methoxyethyl)pyrazolo[4,3-c]pyridine BrC=1C=2C(C=NC1)=CN(N2)CCOC